tetraiodosulfophthalide lithium salt [Li+].IC=1C(=C(C(=C2C(OC(=O)C12)S(=O)(=O)[O-])I)I)I